NC=1N=NC(=CC1N1CCN(CC1)C1=CC=C(S1)C(=O)O)Cl 5-(4-(3-amino-6-chloropyridazin-4-yl)piperazin-1-yl)thiophene-2-carboxylic acid